C(C)(C)(C)C1=NC(C(=C(C1)O)C(NC1=C(C(=CC=C1)F)OCC)=S)=O tert-butyl-5-[(2-ethoxy-3-fluorophenyl)carbamothioyl]-4-hydroxy-6-oxo-3,6-dihydropyridine